OCCOCC1(CC1)NC=1C2=C(N=C(N1)C1=CC=C(C=C1)C=1OC=CN1)CC[S@]2=O (R)-4-((1-((2-hydroxyethoxy)methyl)cyclopropyl)amino)-2-(4-(oxazol-2-yl)phenyl)-6,7-dihydrothieno[3,2-d]pyrimidine 5-oxide